(S)-2-((8-chloroquinazolin-4-yl)amino)-4-((2-methoxyethyl)(4-(5,6,7,8-tetrahydro-1,8-naphthyridin-2-yl)butyl)amino)butanoic acid ClC=1C=CC=C2C(=NC=NC12)N[C@H](C(=O)O)CCN(CCCCC1=NC=2NCCCC2C=C1)CCOC